N1N=CC2=C1C=CS2 thiophenopyrazole